ClC1=C(C=C(C(=C1)Cl)OCC)C1=CC=C2C(C(COC2=C1)(C)C)NC(O[C@@H]1CN2CCC1CC2)=O (S)-quinuclidin-3-yl (7-(2,4-dichloro-5-ethoxyphenyl)-3,3-dimethylchroman-4-yl)carbamate